7-benzyl-4-[4-fluoro-2-(trifluoromethyl)phenoxy]-1H,2H,5H,6H,7H,8H-pyrido[3,4-d]pyrimidin-2-one C(C1=CC=CC=C1)N1CC=2NC(N=C(C2CC1)OC1=C(C=C(C=C1)F)C(F)(F)F)=O